COC(N[C@H](C(=O)NC=1C(N(C=CC1)CC=1NC2=C(C=C(C=C2C1)F)OCC1=C(C=C(C=C1)F)F)=O)CC\C=C\C(=O)NC)=O Methyl-(S,E)-(1-((1-((7-((2,4-difluorobenzyl)oxy)-5-fluoro-1H-indol-2-yl)methyl)-2-oxo-1,2-dihydropyridin-3-yl)amino)-7-(methylamino)-1,7-dioxohept-5-en-2-yl)carbamat